N1,N1-Di(4-Methoxybenzyl)-1,2-propandiamin COC1=CC=C(CN(CC(C)N)CC2=CC=C(C=C2)OC)C=C1